1-(3,3,3-Trifluoropropyl)-1H-imidazole-2-carboxylic acid FC(CCN1C(=NC=C1)C(=O)O)(F)F